ethoxyethyl α-methallyloxymethylacrylate C(C(C)=C)OCC(C(=O)OCCOCC)=C